C(C)C1=C(C2=C(C(N=C(S2)N2CCC3(OC[C@@H](O3)C)CC2)=O)C=C1C(F)(F)F)[N+](=O)[O-] (S)-7-Ethyl-2-(2-methyl-1,4-dioxa-8-azaspiro[4.5]decan-8-yl)-8-nitro-6-(trifluoromethyl)-4H-1,3-benzothiazin-4-one